C(C)(=O)NC=1SC(=CN1)CN1C[C@@H](C[C@@H]1C)OC1=NC2=CC=C(C=C2C=C1)C(=O)N 2-(((3R,5S)-1-((2-acetamidothiazol-5-yl)methyl)-5-methylpyrrolidin-3-yl)oxy)quinoline-6-carboxamide